COC=1C=C(CN(C2=CC=C(C=C2)COCCOCCN2CCOCC2)CC=2C=C(N(C)C)C=CC2)C=CC1 3-(((3-methoxybenzyl)(4-((2-(2-morpholinoethoxy)ethoxy)methyl)phenyl)amino)methyl)-N,N-dimethylaniline